rel-(2R,3S,4S,5R)-3-(3,4-difluoro-2-methylphenyl)-N-(6-((R*)-2,2-dimethyl-1,3-dioxolan-4-yl)pyridin-3-yl)-4,5-dimethyl-5-(trifluoromethyl)tetrahydrofuran-2-carboxamide FC=1C(=C(C=CC1F)[C@H]1[C@@H](O[C@]([C@H]1C)(C(F)(F)F)C)C(=O)NC=1C=NC(=CC1)[C@H]1OC(OC1)(C)C)C |o1:8,9,11,12,28|